C1NCC12CC(C2)NC(=O)C2=CC(=C(C(=O)OC)C=C2)C#CCN methyl 4-((2-azaspiro[3.3]heptan-6-yl)carbamoyl)-2-(3-aminoprop-1-yn-1-yl)benzoate